2-(2-((7-(3-(1-amino-2-fluoroethyl)phenyl)benzofuran-5-yl)methoxy)-4-methoxyphenyl)acetic acid NC(CF)C=1C=C(C=CC1)C1=CC(=CC=2C=COC21)COC2=C(C=CC(=C2)OC)CC(=O)O